(7-methylimidazo[1,2-a]pyridin-5-yl)(λ1-oxidaneyl)methanone CC1=CC=2N(C(=C1)C(=O)[O])C=CN2